methyl-(S)-12-(2-((6-((3-(3,4-dihydroisoquinolin-2(1H)-yl)-2-hydroxypropyl)carbamoyl)pyrimidin-4-yl)amino)acetamido)dodecanoate COC(CCCCCCCCCCCNC(CNC1=NC=NC(=C1)C(NC[C@@H](CN1CC2=CC=CC=C2CC1)O)=O)=O)=O